4-Bromo-1-isopropyl-8-methoxy-1H-[1,2,3]triazolo[4,5-h]quinazoline BrC1=CC=2C=NC(=NC2C2=C1N=NN2C(C)C)OC